potassium furanic acid salt O1C(=CC=C1)C(=O)[O-].[K+]